(R/S)-N4-methyl-6-(3-phenylpiperazin-1-yl)pyrimidine-2,4-diamine CNC1=NC(=NC(=C1)N1C[C@H](NCC1)C1=CC=CC=C1)N |r|